2-((3-(3-chloro-4-methyl-8,9-dihydropyrido[3',2':4,5]pyrrolo[1,2-a]pyrazin-7(6H)-yl)-3-oxopropoxy)methyl)azetidin ClC1=C(C=2C=C3N(CCN(C3)C(CCOCC3NCC3)=O)C2N=C1)C